ClC=1C(=C(C=2C3=C(C(NC2C1)=O)CN([C@H]3C)C(=O)OC(C)(C)C)OC)OC tert-butyl (S)-7-chloro-8,9-dimethoxy-1-methyl-4-oxo-1,3,4,5-tetrahydro-2H-pyrrolo[3,4-c]quinoline-2-carboxylate